C(C1=CC=CC=C1)O[C@H]1C[C@@H]2COC3=C(C(N2C1)=O)C(=C(C(=C3)C)F)OC (2S,11aR)-2-(Benzyloxy)-7-fluoro-6-methoxy-8-methyl-2,3,11,11a-tetrahydro-1H,5H-benzo[f]pyrrolo[2,1-c][1,4]oxazepin-5-one